5-chloro-2-(2-fluoro-4-pyridyl)-4-(3-oxa-9-azabicyclo[3.3.1]nonan-9-yl)-1H-pyrimidin-6-one ClC1=C(N=C(NC1=O)C1=CC(=NC=C1)F)N1C2COCC1CCC2